NC=1OC=CC1C=1NC2=C(N1)C=CC(=C2)N 2-(2-aminofuranyl)-5-aminobenzimidazole